C1(=CC=CC=C1)S(=O)(=O)Cl Benzenesulfonyl chloride